1-((6-Chloro-1-(pyridin-3-yl)-1H-indazol-3-yl)(cyclopropyl)methyl)-3-methyl-1H-pyrazolo[3,4-d]pyrimidin-4-amine ClC1=CC=C2C(=NN(C2=C1)C=1C=NC=CC1)C(N1N=C(C=2C1=NC=NC2N)C)C2CC2